2-(chloromethyl)-3-(trifluoromethoxy)pyridine hydrochloride Cl.ClCC1=NC=CC=C1OC(F)(F)F